propylene glycol diitaconate C(C(=C)CC(=O)O)(=O)O.C(C(=C)CC(=O)O)(=O)O.C(C(C)O)O